CN(C(CCSC)=O)C1=C(N=C(S1)C=1C=NC=CC1)C N-methyl-N-[4-methyl-2-(3-pyridinyl)thiazol-5-yl]-3-methylsulfanyl-propionamide